diphenyl(4-t-butylphenyl)sulfonium 10-camphorsulfonate C12(C(=O)CC(CC1)C2(C)C)CS(=O)(=O)[O-].C2(=CC=CC=C2)[S+](C2=CC=C(C=C2)C(C)(C)C)C2=CC=CC=C2